C(CC)P(O)(=O)CCC di(n-propyl)phosphinic acid